3-[2-fluoro-4-(trifluoromethyl)phenyl]azetidine-1-carboxylic acid tert-butyl ester C(C)(C)(C)OC(=O)N1CC(C1)C1=C(C=C(C=C1)C(F)(F)F)F